4-(N-((1,2,3,5,6,7-Hexahydro-s-indacen-4-yl)carbamoyl)sulfamoyl)-1-isopropyl-N,N-dimethylpyrrolidine-2-carboxamide, Potassium Salt [K].C1CCC2=C(C=3CCCC3C=C12)NC(=O)NS(=O)(=O)C1CC(N(C1)C(C)C)C(=O)N(C)C